3,6-Diamino-10-methylacridine-10-ium chloride [Cl-].NC=1C=CC2=CC3=CC=C(C=C3[N+](=C2C1)C)N